2-(4-(((6-((2,6-dichlorobenzyl)(ethyl)amino)-5-fluoropyrimidin-4-yl)amino)methyl)-3-hydroxypiperidin-1-yl)acetamide ClC1=C(CN(C2=C(C(=NC=N2)NCC2C(CN(CC2)CC(=O)N)O)F)CC)C(=CC=C1)Cl